COC(=O)C12COC(C1)C2.BrC=2C=CC(=C(C(=O)N)C2)S(N[C@@H]([C@H](C)C2=C(C(=CC=C2F)C)C)C=2OC(NN2)=O)(=O)=O 5-bromo-2-(N-((1S,2R)-2-(6-fluoro-2,3-dimethylphenyl)-1-(5-oxo-4,5-dihydro-1,3,4-oxadiazol-2-yl)propyl)sulfamoyl)Benzamide methyl-2-oxabicyclo[2.1.1]hexane-4-carboxylate